2-amino-3-methyl-N-((4R)-4,5,6,7-tetrahydro-1-benzofuran-4-yl)-N-((5-(trifluoromethyl)-2-pyridinyl)methyl)-6-quinolinecarboxamide NC1=NC2=CC=C(C=C2C=C1C)C(=O)N(CC1=NC=C(C=C1)C(F)(F)F)[C@@H]1CCCC2=C1C=CO2